N-(5-(5-(4-chlorophenyl)-1H-pyrrolo[2,3-b]pyridine-3-carbonyl)-2-fluorophenyl)-1-phenylmethanesulfonamide ClC1=CC=C(C=C1)C=1C=C2C(=NC1)NC=C2C(=O)C=2C=CC(=C(C2)NS(=O)(=O)CC2=CC=CC=C2)F